C(C1=CC=CC=C1)OC(=O)NC(C(=O)O)CC1=CC=CC=C1 2-(((benzyloxy)carbonyl)amino)-3-phenylpropionic acid